Dimethyl-[3-(naphthalene-1-yloxy)-3-thiophen-2-yl-propyl]-amine CN(CCC(C=1SC=CC1)OC1=CC=CC2=CC=CC=C12)C